ClC1=C(C=NC2=C(C=NC=C12)C1=CC(=CC(=C1)Cl)Cl)C(=O)N[C@H]1CCOC2=CC=CC=C12 4-chloro-8-(3,5-dichlorophenyl)-N-[(4S)-3,4-dihydro-2H-chromen-4-yl]-1,6-naphthyridine-3-carboxamide